C(C1=CC=CC=C1)N1CCC2(C=3C=CC(=NC3CN(C2)C[C@@H]2NCCC2)C2=C(C=CC=C2)O)CC1 (R)-2-(1-benzyl-7'-(pyrrolidin-2-ylmethyl)-7',8'-dihydro-6'H-spiro[piperidine-4,5'-[1,7]naphthyridin]-2'-yl)phenol